4-(2-((trans-4-((benzylcarbamoyl)(5-(1-methyl-1H-pyrazol-4-yl)pyridin-2-yl)amino)cyclohexyl)-amino)-5-cyanopyrimidin-4-yl)benzenesulfonamide C(C1=CC=CC=C1)NC(=O)N([C@@H]1CC[C@H](CC1)NC1=NC=C(C(=N1)C1=CC=C(C=C1)S(=O)(=O)N)C#N)C1=NC=C(C=C1)C=1C=NN(C1)C